CC=1C=C(C=CC1C)C=O 3,4-dimethyl-benzenealdehyde